BrCC=1C=C(C=C(C1)CBr)[N+](=O)[O-] 3,5-bis-(bromomethyl)nitrobenzene